methyl 6-(2-ethoxy-2-oxo-ethyl)-3-nitro-5-(trifluoromethyl)pyridine-2-carboxylate C(C)OC(CC1=C(C=C(C(=N1)C(=O)OC)[N+](=O)[O-])C(F)(F)F)=O